N1=C(C=CC=C1)CN1C(C(=C(C1=O)C1=CC=C(C=C1)C(F)(F)F)C#CC=1C=C2C(CCSC2=CC1)(C)C)=O 1-(pyridin-2-ylmethyl)-3-((4,4-dimethylthiochroman-6-yl)ethynyl)-4-(4-(trifluoromethyl)phenyl)-1H-pyrrole-2,5-dione